2-(aminoethyl)-isothiourea NCCSC(N)=N